ClC=1C=C(C=CC1F)C=1N=C(SC1C(O)C1CC1)NC(OC(C)(C)C)=O tert-butyl (4-(3-chloro-4-fluorophenyl)-5-(cyclopropyl(hydroxy)methyl)thiazol-2-yl)carbamate